(1-fluoro-1-((6-methoxypyridin-3-yl)sulfonyl)ethyl)piperidine-1-carboxylic acid tert-butyl ester C(C)(C)(C)OC(=O)N1C(CCCC1)C(C)(S(=O)(=O)C=1C=NC(=CC1)OC)F